(2R,6S)-2,6-dimethyl-4-[1-(2-nitrophenyl)piperidine-4-carbonyl]morpholine C[C@@H]1CN(C[C@@H](O1)C)C(=O)C1CCN(CC1)C1=C(C=CC=C1)[N+](=O)[O-]